(S)-N-(1-amino-4,4,4-trifluoro-2-methyl-1-oxobutan-2-yl)-1-(4-fluorophenyl)-8-methoxy-9-(2-methyl-2H-tetrazol-5-yl)-5,6-dihydropyrrolo[2,1-a]isoquinoline-3-carboxamide NC([C@@](CC(F)(F)F)(C)NC(=O)C1=CC(=C2N1CCC1=CC(=C(C=C21)C=2N=NN(N2)C)OC)C2=CC=C(C=C2)F)=O